(S)-(1,3-dimethyl-1H-pyrazol-5-yl)(4-(4-fluoropyrazolo[1,5-a]pyridin-2-yl)-6,7-dihydro-1H-imidazo[4,5-c]pyridin-5(4H)-yl)methanone CN1N=C(C=C1C(=O)N1[C@@H](C2=C(CC1)NC=N2)C2=NN1C(C(=CC=C1)F)=C2)C